BrC=1N(C(=NN1)SCC(=O)O)C1=CC=C(C2=CC=CC=C12)C1CC1 (R)- or (S)-2-(5-bromo-4-(4-cyclopropylnaphthalen-1-yl)-4H-1,2,4-triazol-3-ylthio)acetic acid